C1=CC(=C(C=C1O)[O-])C2=COC3=C(C2=O)C=CC(=C3)O The molecule is a flavonoid oxoanion obtained by deprotonation of the 7-hydroxy group of 2'-hydroxydaidzein. It is the major microspecies at pH 7.3 (according to Marvin v 6.2.0.). It has a role as an anti-inflammatory agent. It is a conjugate base of a 2'-hydroxydaidzein.